C(C)N1C2=NC(=NC(=C2N=C1C(C)O)C1=CC=NC=C1)C1=CC(=CC=C1)C1=NN(C=C1)C 1-(9-ethyl-2-(3-(1-methyl-1H-pyrazol-3-yl)phenyl)-6-(pyridin-4-yl)-9H-purin-8-yl)ethanol